N1=CC(=CC=C1)/C=C/CC(=O)OCC Ethyl (E)-4-(pyridin-3-yl)but-3-enoate